(2S,4R)-1-((S)-3,3-dimethyl-2-(6-oxo-6-(2,7-diazaspiro[3.5]nonan-7-yl)hexanamido)butanoyl)-4-hydroxy-N-((S)-1-(4-(4-methylthiazol-5-yl)phenyl)ethyl)pyrrolidine-2-carboxamide CC([C@@H](C(=O)N1[C@@H](C[C@H](C1)O)C(=O)N[C@@H](C)C1=CC=C(C=C1)C1=C(N=CS1)C)NC(CCCCC(N1CCC2(CNC2)CC1)=O)=O)(C)C